1-benzyl-N5-((1S,2S)-2-(ethoxymethyl)cyclopropyl)-N3-methyl-2-oxo-1,2-dihydropyridine-3,5-dicarboxamide C(C1=CC=CC=C1)N1C(C(=CC(=C1)C(=O)N[C@@H]1[C@H](C1)COCC)C(=O)NC)=O